oxodispiro[cyclohexane-1,2'-pyrrolidine-3',3''-indoline]-5'-carboxamide O=C1NC2=CC=CC=C2C12C1(NC(C2)C(=O)N)CCCCC1